ClC=1C=C(C=CC1OC)C1(CN(C1)C=1N=C(C2=C(N1)CC[S@]2=O)NC=2C=C(C=CC2)C(C)=O)O |r| (R/S)-1-(3-((2-(3-(3-chloro-4-methoxyphenyl)-3-hydroxyazetidin-1-yl)-5-oxido-6,7-dihydrothieno[3,2-d]pyrimidin-4-yl)amino)phenyl)ethan-1-one